7-Chloro-8-(1,1-difluoroethyl)-6-(2,6-difluorophenyl)-1-methyl-4H-[1,2,4]triazolo[4,3-a][1,4]benzodiazepin ClC1=C(C=CC2=C1C(=NCC=1N2C(=NN1)C)C1=C(C=CC=C1F)F)C(C)(F)F